CC1(C=2C=CC=CC2NC=2C=C3C(=CC12)C=CC=C3)C 12,12-dimethyl-5,12-dihydrobenzo[b]acridine